N-(5-chloro-2-fluorobenzyl)-6-fluoro-4-oxo-7-(piperazin-1-yl)-1-(p-tolyl)-1,4-dihydroquinoline-3-carboxamide ClC=1C=CC(=C(CNC(=O)C2=CN(C3=CC(=C(C=C3C2=O)F)N2CCNCC2)C2=CC=C(C=C2)C)C1)F